1-((2,3-dihydrobenzofuran-5-yl)sulfonyl)-4-(3-(furan-2-yl)-1H-pyrazol-5-yl)piperidine O1CCC2=C1C=CC(=C2)S(=O)(=O)N2CCC(CC2)C2=CC(=NN2)C=2OC=CC2